C(C)(=O)NCCC1=CNC2=CC=C(C=C12)OC(CCC(=O)O)=O 4-((3-(2-acetamidoethyl)-1H-indol-5-yl)oxy)-4-oxobutanoic acid